N-(tert-butoxycarbonyl)-O-(1,1,1-trifluoro-2-methylpropan-2-yl)-L-serine C(C)(C)(C)OC(=O)N[C@@H](COC(C(F)(F)F)(C)C)C(=O)O